CC1=CC=C(C=C1)S(=O)(=O)NC(C1=CC=CC=C1)=O N-(p-toluenesulfonyl)benzamide